C(C)(C)(C)C1=C(C(=CC(=C1)CCC(=O)OCCCCCCCCCCCCCCCCCC)C(C)(C)C)O 2,6-Di-tert-butyl-4-(octadecanoxycarbonylethyl)phenol